C(C1=CC=CC=C1)(=O)OCCC propyl benzoate